C(CCCCCCCCCCCCCCCCCCCCC)OC(CCCCCCCCCCCCCCCCC)=O.C(CCCCCCCCCCCCCCCCCCCCC)(=O)OCCCCCCCCCCCCCCCCCCCCCC behenyl behenate behenyl-stearate